2-[4-[3-(4-Ethoxyphenyl)-3-oxoprop-1-enyl]phenoxy]acetic acid C(C)OC1=CC=C(C=C1)C(C=CC1=CC=C(OCC(=O)O)C=C1)=O